(6-methylpyridin-2-yl)oxyaniline CC1=CC=CC(=N1)ONC1=CC=CC=C1